(3aR,9bR)-7-[2-((Z)-3-diethylaminoprop-1-enyl)-4-fluoro-benzenesulfonylamino]-1,3a,4,9b-tetrahydro-2H-furo[2,3-c]benzopyran-6-carboxylic acid C(C)N(C\C=C/C1=C(C=CC(=C1)F)S(=O)(=O)NC1=C(C2=C([C@@H]3[C@H](CO2)OCC3)C=C1)C(=O)O)CC